C(C)(C)C=1CC=2C=CC=3N=C(OC3C2C1CCNC(C)=O)C N-[2-(7-isopropyl-2-methyl-6H-indeno[5,4-d][1,3]oxazol-8-yl)ethyl]acetamide